ethyl 2-(7-bromo-5-isopropoxybenzothiophen-2-yl)-4-methylthiazole-5-carboxylate BrC1=CC(=CC=2C=C(SC21)C=2SC(=C(N2)C)C(=O)OCC)OC(C)C